7-fluoro-1-methyl-benzimidazole-5-carboxylic acid methyl ester COC(=O)C1=CC2=C(N(C=N2)C)C(=C1)F